6-((4-((cis)-bicyclo[3.1.0]hexan-3-yl)-2,3-dioxo-3,4-dihydropyrazin-1(2H)-yl)methyl)-3-(pyridin-3-yl)pyridazine-1-oxide C12CC(CC2C1)N1C(C(N(C=C1)CC1=CC=C(N=[N+]1[O-])C=1C=NC=CC1)=O)=O